CN1N=C(C(=C1)C1=CC=2C3=C(C=NC2C=C1OC)N(C(N3C3=C(C=NC=C3OC)F)=O)C)C 8-(1,3-dimethyl-1H-pyrazol-4-yl)-1-(3-fluoro-5-methoxy-pyridin-4-yl)-7-methoxy-3-methyl-1,3-dihydroimidazo[4,5-c]quinolin-2-one